racemic-4-((6-cyclopropylpyridin-3-yl)amino)-N-methyl-2-(2-methylpiperazin-1-yl)pyrimidine-5-carboxamide hydrochloride Cl.C1(CC1)C1=CC=C(C=N1)NC1=NC(=NC=C1C(=O)NC)N1[C@@H](CNCC1)C |r|